6-(((2-(methylamino)-5-(3-((tetrahydro-2H-pyran-2-yl)oxy)quinolin-6-yl)-7-((2-(trimethylsilyl)ethoxy)methyl)-7H-pyrrolo[2,3-d]pyrimidin-4-yl)oxy)methyl)pyrazine CNC=1N=C(C2=C(N1)N(C=C2C=2C=C1C=C(C=NC1=CC2)OC2OCCCC2)COCC[Si](C)(C)C)OCC2=CN=CC=N2